C(=O)C1=CC=2OCCN(C2N=C1)C(=O)OC(C)(C)C tert-Butyl 7-formyl-2,3-dihydro-4H-pyrido[3,2-b][1,4]oxazine-4-carboxylate